ClC1=C(C=CC=C1)C1CC2(C1)NC(N(C2=O)C=2C=NC=CC2N2N=C(C=C2)C)=O 2-(2-chlorophenyl)-7-(4-(3-methyl-1H-pyrazol-1-yl)pyridin-3-yl)-5,7-diazaspiro[3.4]octane-6,8-dione